F[C@@H]1[C@H](C1)C=1N=NNN1 5-((1R,2S)-2-fluorocyclopropyl)-2H-tetrazol